C(CCCCCCCCCCC)C(=S)SC(C(=O)OCC#N)(C)C cyanomethyl 2-(dodecylthiocarbonylthio)-2-methylpropionate